3-[(3-bromo-5-fluoro-4-pyridyl)amino]-N-[1-[2-[methyl-[2-(4-methylphenoxy)ethyl]amino]-2-oxo-ethyl]pyrazol-4-yl]propanamide BrC=1C=NC=C(C1NCCC(=O)NC=1C=NN(C1)CC(=O)N(CCOC1=CC=C(C=C1)C)C)F